N1=CC(C=CC=C1)=O Azepin-3-one